ClC1=C(C(=NC2=CC(=CC=C12)OCOC)C)C(C)C 4-chloro-3-isopropyl-7-(methoxymethyloxy)-2-methyl-quinoline